SC(O[Si](OC)(OC)CCC(N)(CCN)CCC)[SiH2]OC mercapto-3-propyl-methoxysilyl-3-(aminoethyl)-3-aminopropyltrimethoxysilane